5-({1-[5-carbamoylpyrrolidin-3-yl]azetidin-3-yl}oxy)-2-hydroxy-1,1a,2,7b-tetrahydrocyclopropa[c][1,2]benzoxaborinine-4-carboxylic acid C(N)(=O)C1CC(CN1)N1CC(C1)OC1=C(C2=C(C3C(B(O2)O)C3)C=C1)C(=O)O